5-(Chloromethyl)-9-ethyl-6-fluoro-2-methyl-2,9-dihydro-3H-pyridazino[3,4,5-de]quinazoline-3,8(7H)-dione ClCC=1C=C2C=3C(N(C(NC3C1F)=O)CC)=NN(C2=O)C